(S)-(4-(6-(6-(Difluoromethyl)imidazo[1,2-b]pyridazin-3-yl)pyrimidin-4-yl)piperazin-2-yl)methanol FC(C=1C=CC=2N(N1)C(=CN2)C2=CC(=NC=N2)N2C[C@H](NCC2)CO)F